2-chloro-4-(3-fluorobenzyloxy)benzaldehyde ClC1=C(C=O)C=CC(=C1)OCC1=CC(=CC=C1)F